(S)-quinuclidin-3-yl (3,3-dimethyl-6-(4-(trifluoromethyl)phenyl)thiochroman-4-yl)carbamate CC1(CSC2=CC=C(C=C2C1NC(O[C@@H]1CN2CCC1CC2)=O)C2=CC=C(C=C2)C(F)(F)F)C